1-di-(2-ethylhexyl)amino-3-methylenepent-4-ene C(C)C(CN(CCC(C=C)=C)CC(CCCC)CC)CCCC